O=C1CC[C@H](N1)CNCC=1C=CC(N2C=CC=CC12)=O (((((S)-5-oxopyrrolidin-2-yl)methyl)amino)methyl)-4H-quinolizin-4-one